ethyl-2-(((1-methyl-1H-1,2,4-triazol-5-yl)methoxy)methyl)-6-(trifluoromethyl)nicotinic acid C(C)C=1C(=NC(=C(C(=O)O)C1)COCC1=NC=NN1C)C(F)(F)F